N-((4,4-difluorocyclohexyl)(5-((2-oxo-5-(trifluoromethyl)pyrrolidin-3-yl)methyl)benzo[d]oxazol-2-yl)methyl)-3-methylisoxazole-4-carboxamide FC1(CCC(CC1)C(NC(=O)C=1C(=NOC1)C)C=1OC2=C(N1)C=C(C=C2)CC2C(NC(C2)C(F)(F)F)=O)F